FC1(CCC(CC1)CN1N=C(C(=C1C(=O)NC1=CC(=NC=C1)C(=O)OC)C(F)(F)F)C)F methyl 4-[[2-[(4,4-difluorocyclohexyl)methyl]-5-methyl-4-(trifluoromethyl)pyrazole-3-carbonyl]amino]pyridine-2-carboxylate